C(C)(C)(C)NC(O)CN t-butylaminoethanolamine